C[C@H]1[C@@H](C[C@H](C(N1CC(F)(F)F)=O)NC(=O)C1=CC2=C(S1)C[C@@]1(C(NC3=NC=CC=C31)=O)C2)C2=CC=CC=C2 |&1:2| (S)-N-((3R,SR,6S)-6-methyl-2-oxo-5-phenyl-1-(2,2,2-trifluoroethyl)piperidin-3-yl)-2'-oxo-1',2',4,6-tetrahydrospiro[cyclopenta[b]thiophene-5,3'-pyrrolo[2,3-b]pyridine]-2-formamide